3-[2,3-Dicarboxy-6-[4-(3-oxo-3-phenylprop-1-enyl)phenoxy]phenyl]-4-[4-(3-oxo-3-phenylprop-1-enyl)phenoxy]phthalic acid C(=O)(O)C1=C(C(=CC=C1C(=O)O)OC1=CC=C(C=C1)C=CC(C1=CC=CC=C1)=O)C1=C(C(C(=O)O)=CC=C1OC1=CC=C(C=C1)C=CC(C1=CC=CC=C1)=O)C(=O)O